5-(2-fluoro-6-hydroxy-4-(((6-methoxy-3-methylpyrazin-2-yl)amino)methyl)phenyl)-1,2,5-thiadiazolidin-3-one 1,1-dioxide FC1=C(C(=CC(=C1)CNC1=NC(=CN=C1C)OC)O)N1CC(NS1(=O)=O)=O